tert-butyltris(N-methylacetamido)tin (IV) C(C)(C)(C)[Sn](N(C(C)=O)C)(N(C(C)=O)C)N(C(C)=O)C